C(C)C1(NC(N(C(C1)=O)[C@@H]1CCOC2=CC=C(C=C12)C(=O)NC1C(COC2=CC=C(C=C12)F)(C)O)=N)CC (4R)-4-(4,4-diethyl-2-imino-6-oxo-hexahydropyrimidin-1-yl)-N-(6-fluoro-3-hydroxy-3-methyl-chroman-4-yl)chromane-6-carboxamide